N1=C(C=CC(=C1)CNC1=C2N=CN(C2=NC(=N1)C1=CC=NN1)C(C)C)C=1C=NC=CC1 N-([2,3'-bipyridin]-5-ylmethyl)-9-isopropyl-2-(1H-pyrazol-5-yl)-9H-purin-6-amine